(S)-2-((3-chloro-2-((S)-4-(difluoromethyl)-2-oxooxazolidin-3-yl)-5,6-dihydrobenzo[f]imidazo[1,2-d][1,4]oxazepin-9-yl)amino)propionamide ClC1=C(N=C2N1CCOC1=C2C=CC(=C1)N[C@H](C(=O)N)C)N1C(OC[C@H]1C(F)F)=O